C(#N)C1=NC=CC(=C1)C1=NC(=CC(=C1)C=1C=C(C=CC1C)NC(=O)N1C[C@@H](CC1)CC(F)(F)F)N[C@@H](CO)C (3S)-N-[3-(2'-cyano-6-[[(2R)-1-hydroxypropan-2-yl]amino]-[2,4'-bipyridin]-4-yl)-4-methylphenyl]-3-(2,2,2-trifluoroethyl)pyrrolidine-1-carboxamide